C(C)OOP(=O)(OOCC)CC1=NN=C(N=N1)C1=CC=C(C=N1)NCC(=O)O (6-(6-((diethoxyphosphono)methyl)-1,2,4,5-tetrazin-3-yl)pyridin-3-yl)glycine